COC1=NC=C(C=N1)OCC(=O)OC(C)(C)C tert-butyl [(2-methoxypyrimidin-5-yl)oxy]acetate